4-thio-pseudouridine triphosphate P(O)(=O)(OP(=O)(O)OP(=O)(O)O)OC[C@@H]1[C@H]([C@H]([C@@H](O1)C1=CNC(=O)NC1=S)O)O